C(C)(C)(C)OC(=O)N1CC2(CC1)COC1=C2C=CC(=C1CO)C(=O)O [(tert-butoxy)carbonyl]-7-(hydroxymethyl)-2H-spiro[1-benzofuran-3,3'-pyrrolidine]-6-carboxylic acid